Cl.BrC1C[C@H](NC1)C(=O)OCC1=CC=CC=C1 benzyl (2S)-4-bromopyrrolidine-2-carboxylate hydrochloride